IMIDAZO(4,5-C)PYRIDINE N1C=NC=2C=NC=CC21